1,3-dimethylpyrimidine-2,4,6-trione CN1C(N(C(CC1=O)=O)C)=O